2-Phenyl-1H-benzimidazol C1(=CC=CC=C1)C1=NC2=C(N1)C=CC=C2